methyl (1S,3r)-3-(((S)-1-(4-bromophenyl)-2,2,2-trifluoroethyl)(methyl)carbamoyl)cyclobutane-1-carboxylate BrC1=CC=C(C=C1)[C@@H](C(F)(F)F)N(C(=O)C1CC(C1)C(=O)OC)C